[C@H]1(NCCC2=CC=CC=C12)C(=O)O |r| racemic-1,2,3,4-tetrahydroisoquinoline-1-carboxylic acid